3-[3-[1-(trifluoromethyl)cyclopropyl]phenyl]azetidine FC(C1(CC1)C=1C=C(C=CC1)C1CNC1)(F)F